2-((4-((1-(2-fluoroethyl)azetidin-3-yl)oxy)phenyl)amino)quinazolin FCCN1CC(C1)OC1=CC=C(C=C1)NC1=NC2=CC=CC=C2C=N1